3-(1-ethyl-2-(2-((S)-1-methoxyethyl)pyridin-3-yl)-5-(4,4,5,5-tetramethyl-1,3,2-dioxaborolan-2-yl)-1H-indol-3-yl)-2,2-dimethylpropyl-(S)-hexahydropyridazine-3-carboxylate C(C)N1C(=C(C2=CC(=CC=C12)B1OC(C(O1)(C)C)(C)C)CC(COC(=O)[C@H]1NNCCC1)(C)C)C=1C(=NC=CC1)[C@H](C)OC